N1CC(CC1)NC1=CC=C(C=C1)NC1=NC2=C(C=CC=C2C=N1)C1=NC=CC(=C1)NC(C=C)=O N-(2-(2-((4-(pyrrolidin-3-ylamino)phenyl)amino)quinazolin-8-yl)pyridin-4-yl)acrylamide